FC(C1CN(CCC1)C(=O)C=1C=NN2C1C=CC=C2C2=CC=C1CNC(C1=C2)=O)(F)F 6-(3-(3-(trifluoromethyl)piperidine-1-carbonyl)pyrazolo[1,5-a]pyridin-7-yl)isoindolin-1-one